COC1=NC=CC(=C1S)C(F)(F)F 2-methoxy-3-mercapto-4-(trifluoromethyl)pyridine